NC1=NN2C(N(C3=C(C2=O)CN(C3=O)C(C)C)CC(=O)NC3=NC=C(C=C3)F)=C1 2-[2-amino-5,8-dioxo-6-(propan-2-yl)-5,6,7,8-tetrahydro-4H-pyrazolo[1,5-a]pyrrolo[3,4-d]pyrimidin-4-yl]-N-(5-fluoropyridin-2-yl)acetamide